Cl.ClC1=C2C=C(N(C2=CC=C1Cl)COCC[Si](C)(C)C)C(=O)N1CCNCC1 (4,5-dichloro-1-((2-(trimethylsilyl)ethoxy)methyl)-1H-indol-2-yl)(piperazin-1-yl)methanone hydrochloride